C(C)(C)(C)OC(=O)N[C@H](C(=O)O)CC1C(NC=2N(C1)N=CN2)=O (2S)-2-[(tert-butoxycarbonyl)amino]-3-{5-oxo-4H,6H,7H-[1,2,4]triazolo[1,5-a]pyrimidin-6-yl}propanoic acid